(2-(4-(benzo[b]thiophen-5-yl)piperazin-1-yl)-2-oxo-1-phenylethyl)pyrrolidine-2,5-dione S1C2=C(C=C1)C=C(C=C2)N2CCN(CC2)C(C(C2=CC=CC=C2)N2C(CCC2=O)=O)=O